Di-tert-butyl [5-(2-(4-fluoro-3-methylphenyl)pyridin-3-yl)-2H-indazol-2-yl]methyl phosphate P(=O)(OC(C)(C)C)(OC(C)(C)C)OCN1N=C2C=CC(=CC2=C1)C=1C(=NC=CC1)C1=CC(=C(C=C1)F)C